C(C1=CC=CC=C1)OC(=O)C1CC(C1)OS(=O)(=O)C.FC1(C(C1)C1=CC=CC(=N1)C(=O)N)F 6-(2,2-difluorocyclopropyl)pyridine-2-carboxamide Benzyl-(1s,3s)-3-((methylsulfonyl)oxy)cyclobutane-1-carboxylate